5-bromo-4-(trifluoromethyl)-2-((3S,5R)-3,4,5-trimethylpiperazin-1-yl)aniline BrC=1C(=CC(=C(N)C1)N1C[C@@H](N([C@@H](C1)C)C)C)C(F)(F)F